tert-butyl 3-(4-bromo-3-fluorophenyl)piperidine-1-carboxylate BrC1=C(C=C(C=C1)C1CN(CCC1)C(=O)OC(C)(C)C)F